N-(4'-((2-Butyl-4-oxo-1,3-diazaspiro[4.4]non-1-en-3-yl)methyl)-2'-(ethoxymethyl)-[1,1'-biphenyl]-2-yl)-4,5-dimethylisoxazole-3-sulfonamide C(CCC)C1=NC2(C(N1CC1=CC(=C(C=C1)C1=C(C=CC=C1)NS(=O)(=O)C1=NOC(=C1C)C)COCC)=O)CCCC2